3-phenyl-1-propen-1-ylboronic acid C1(=CC=CC=C1)CC=CB(O)O